benzyl (2S,4R)-4-((5-chloropyridin-2-yl)oxy)-2-((difluoromethoxy) methyl)pyrrolidine-1-carboxylate ClC=1C=CC(=NC1)O[C@@H]1C[C@H](N(C1)C(=O)OCC1=CC=CC=C1)COC(F)F